CCCCCCCCCCCCC(=O)OC[C@H](COP(=O)(O)OC[C@H](CO)O)OC(=O)CCCC/C=C\C/C=C\C/C=C\C/C=C\CC 1-tridecanoyl-2-(6Z,9Z,12Z,15Z-octadecatetraenoyl)-glycero-3-phospho-(1'-sn-glycerol)